C1(=CC=CC2=CC=CC=C12)S(=O)(=O)OC.[Na] sodium 1-methyl naphthalenesulfonate